C1(CCCC1)NCC1CN(CC1)C=1N=NC(=CN1)C1=C(C=C(C=C1)C=1C=NNC1)O 2-(3-{3-[(cyclopentylamino)methyl]pyrrolidin-1-yl}-1,2,4-triazin-6-yl)-5-(1H-pyrazol-4-yl)phenol